[6-(3,3-difluorocyclobutyl)-4-(3,4-difluoro-2-methyl-phenoxy)-3-pyridinyl]boronic acid FC1(CC(C1)C1=CC(=C(C=N1)B(O)O)OC1=C(C(=C(C=C1)F)F)C)F